ClC1=CN=C2N1C=C(C=N2)C=2C=CN1N=C(N=CC12)NCC(C)(F)F 5-(3-chloroimidazo[1,2-a]pyrimidin-6-yl)-N-(2,2-difluoropropyl)pyrrolo[2,1-f][1,2,4]triazin-2-amine